(R)-1-((5-(5-(difluoromethyl)-1,3,4-oxadiazole-2-yl)pyridine-2-yl)methyl)-6-fluoro-3-(1-methylpiperidine-3-yl)-5-(pyridine-4-yl)-1,3-dihydro-2H-benzo[d]imidazole-2-one FC(C1=NN=C(O1)C=1C=CC(=NC1)CN1C(N(C2=C1C=C(C(=C2)C2=CC=NC=C2)F)[C@H]2CN(CCC2)C)=O)F